butyl ((1s,4s)-4-(((1-(4-(2,6-dioxopiperidin-3-yl)-2-fluorophenyl)piperidin-4-yl)methyl)(methyl)amino)cyclohexyl)carbamate O=C1NC(CCC1C1=CC(=C(C=C1)N1CCC(CC1)CN(C1CCC(CC1)NC(OCCCC)=O)C)F)=O